COC(CC1=C2[C@@H](CO[C@@]3(COCCC3)C2=CC(=C1)C)C)=O.BrC1=CC=C(C=C1)N(S(=O)(=O)C)CCO[Si](C)(C)C(C)(C)C N-(4-bromophenyl)-N-(2-((tert-butyldimethylsilyl)oxy)ethyl)methanesulfonamide methyl-2-((1R,4S)-4,7-dimethyl-5',6'-dihydro-2'H,4'H-spiro[isochromane-1,3'-pyran]-5-yl)acetate